O=C1NC(CCC1N1CC2=CC=C(C=C2C1=O)NCC(=O)N(C)C)=O 2-[[2-(2,6-dioxo-3-piperidyl)-3-oxo-isoindolin-5-yl]amino]-N,N-dimethyl-acetamide